ClC=1C(=NC(=NC1)N1CCC(CC1)C#N)NC1=CC=2C3=C(C(N(C2C=C1)C)=O)OCC([C@@H](N3)C3CC3)(F)F (S)-1-(5-Chloro-4-((2-cyclopropyl-3,3-difluoro-7-methyl-6-oxo-1,2,3,4,6,7-hexahydro-[1,4]oxazepino[2,3-c]chinolin-10-yl)amino)pyrimidin-2-yl)piperidin-4-carbonitril